OC1=C(C=CC2=CC=CC=C12)C=1NC2=C(N1)C=CC=C2 2-(1-hydroxynaphthalen-2-yl)benzimidazole